(tetradecyl)phosphinic acid C(CCCCCCCCCCCCC)P(O)=O